ClC=1C=2N(C=CC1)C(=CN2)C2=NC=C(C1=C2CNC1=O)NC1=NC=C(C=C1)N1C[C@@H](OCC1)C(C)(C)O 4-(8-chloroimidazo[1,2-a]pyridin-3-yl)-7-[[5-[(2R)-2-(1-hydroxy-1-methyl-ethyl)morpholin-4-yl]-2-pyridyl]amino]-2,3-dihydropyrrolo[3,4-c]pyridin-1-one